FC([C@@H]1[C@H](C1)C(=O)NC=1N=CC2=CC(=C(C=C2C1)C1CCN(CC1)[C@@]1(COC[C@@H]1O)C)C)F (1S,2S)-2-(difluoromethyl)-N-(6-(1-((3R,4R)-4-hydroxy-3-methyltetrahydrofuran-3-yl)piperidin-4-yl)-7-methylisoquinolin-3-yl)cyclopropane-1-carboxamide